1-((1R,2s,3S,5s,7s)-5-hydroxyadamantan-2-yl)-3-methyl-3,7-dihydro-4H-pyrrolo[3',2':5,6]pyrido[3,4-d][1,2,3]diazaborinin-4-ol OC12C[C@H]3C([C@H](CC(C1)C3)C2)C=2C3=C(B(N(N2)C)O)C=NC2=C3C=CN2